NC1CC2CC(CC2C1)NC1=NC2=CC=C(C=C2C=N1)C1=CC(=C(C=C1)NS(=O)(=O)C1=C(C=CC=C1)Cl)F N-(4-(2-(((2s,5s)-5-aminooctahydropentalen-2-yl)amino)quinazolin-6-yl)-2-fluorophenyl)-2-chlorobenzenesulfonamide